(5Z,8Z,11Z,14Z)-2-((3,4-dihydroxyphenethyl)amino)-2-oxoethyl icosa-5,8,11,14-tetraenoate C(CCC\C=C/C\C=C/C\C=C/C\C=C/CCCCC)(=O)OCC(=O)NCCC1=CC(=C(C=C1)O)O